C1(=CCCCC1)C1=CN=C(S1)C(C(=O)N)=CNC1=NC=CC2=CC=C(C=C12)C1=NOC(=N1)C [5-(cyclohexen-1-yl)thiazol-2-yl]-3-[[7-(5-methyl-1,2,4-oxadiazol-3-yl)-1-isoquinolinyl]amino]acrylamide